2-(2-(aminomethyl)-3-fluoroallyl)-5-ethyl-2,5,6,7-tetrahydro-4H-pyrazolo[4,3-c]pyridin-4-one hydrochloride Cl.NCC(CN1N=C2C(C(N(CC2)CC)=O)=C1)=CF